BrC1=C(C(=O)N)C(=CC=C1F)[N+](=O)[O-] 2-bromo-3-fluoro-6-nitrobenzamide